2-(1-(3-(isonicotinamido)phenyl)-1H-1,2,3-triazol-4-yl)isonicotinic acid C(C1=CC=NC=C1)(=O)NC=1C=C(C=CC1)N1N=NC(=C1)C=1C=C(C(=O)O)C=CN1